COC1=CC=C(C=C1)N\N=C(\C(=O)OCC)/C=O Ethyl (2E)-2-[(4-methoxyphenyl)hydrazono]-3-oxopropanoate